1-[4-(2,3-Dimethylphenyl)piperazin-1-yl]-2-{(3bR,4aR)-3-[(3R,5S)-3,4,5-trimethylpiperazin-1-carbonyl]-3b,4,4a,5-tetrahydro-1H-cyclopropa[3,4]cyclopenta[1,2-c]pyrazol-1-yl}ethan-1-on CC1=C(C=CC=C1C)N1CCN(CC1)C(CN1N=C(C2=C1C[C@@H]1[C@H]2C1)C(=O)N1C[C@H](N([C@H](C1)C)C)C)=O